antimony bromooxide BrOBr.[Sb]